3,4-dihydro-4-quinazolinone N1=CNC(C2=CC=CC=C12)=O